BrC1=CC(=C(C=C1F)CC(=O)O)OC 2-(4-bromo-5-fluoro-2-methoxyphenyl)acetic acid